3-(4-((4-(2-(3,5-dimethylpiperidin-1-yl)ethyl)benzyl)thio)-1-oxoisoindolin-2-yl)piperidine-2,6-dione CC1CN(CC(C1)C)CCC1=CC=C(CSC2=C3CN(C(C3=CC=C2)=O)C2C(NC(CC2)=O)=O)C=C1